4-[(benzyloxy)methyl]-2-[3,5-dichloro-4-[(5-isopropyl-6-oxo-1H-pyridazin-3-yl)oxy]phenyl]-6-(dimethyl-amino)-1,2,4-triazine-3,5-dione C(C1=CC=CC=C1)OCN1C(N(N=C(C1=O)N(C)C)C1=CC(=C(C(=C1)Cl)OC1=NNC(C(=C1)C(C)C)=O)Cl)=O